ClC=1C=C2C(N3C(=NC2=CC1OC)[C@H]1CCCN([C@@H]1CC3)CC3CC3)=O |r| (±)-(4aR,13bS)-10-chloro-4-(cyclopropylmethyl)-11-methoxy-1,2,3,4,4a,5,6,13b-octahydro-8H-[1,6]naphthyridino[5,6-b]quinazolin-8-one